1,12-dodecanedioic acid C(CCCCCCCCCCC(=O)O)(=O)O